[K].[K].[C@@H]1([C@H](O)[C@H](O)[C@@H](COP(=O)(O)O)O1)N1C=NC=2C(O)=NC=NC12 inosinic acid dipotassium